P(=O)(OCN1/C(/SC(=N1)OCC1CCC(CC1)O)=N/C(=O)C=1C=NC(=CC1C1=C(C(=NC=C1OC)C)F)C)(O)O ((Z)-2-((3'-fluoro-5'-methoxy-2',6-dimethyl-[4,4'-bipyridine]-3-carbonyl)imino)-5-(((1r,4r)-4-hydroxycyclohexyl)methoxy)-1,3,4-thiadiazol-3(2H)-yl)methyl dihydrogen phosphate